FC(C(=O)O)(F)F.O=C1NC(CC[C@@H]1NC1=CC=C(C=C1)C1CCN(CC1)CC(=O)O)=O 2-[4-[4-[[(3S)-2,6-dioxo-3-piperidinyl]amino]phenyl]-1-piperidinyl]acetic acid trifluoroacetate salt